ClC=1C=C(C=CC1F)NC(=O)C=1N(C(=C2C1CCC2NC(OCC2=NNC=N2)=O)C2CC2)C (1H-1,2,4-triazol-3-yl)methyl (1-((3-chloro-4-fluorophenyl)carbamoyl)-3-cyclopropyl-2-methyl-2,4,5,6-tetrahydrocyclopenta[c]pyrrol-4-yl)carbamate